4-(4-hydroxy-2-methylquinazolin-6-yl)piperidine-1-carboxylic acid tert-butyl ester C(C)(C)(C)OC(=O)N1CCC(CC1)C=1C=C2C(=NC(=NC2=CC1)C)O